4-(4-chloro-2-methylpyrido[4,3-d]pyrimidin-7-yl)-1-cyclopropylpyridin-2(1H)-one ClC=1C2=C(N=C(N1)C)C=C(N=C2)C2=CC(N(C=C2)C2CC2)=O